S(=O)(=O)(ON1C2C=C(CN(C1=O)C2)N2N=C(C=C2)NC(=O)C2=CN=C(S2)N)[O-].[Na+] sodium [3-[3-[(2-aminothiazole-5-carbonyl)amino]pyrazol-1-yl]-7-oxo-1,6-diazabicyclo[3.2.1]oct-3-en-6-yl] sulfate